5,6,7,8-tetrahydropyrido[4,3-c]pyridazine N1=NC=CC2=C1CCNC2